N[C@@H](C(=O)O)CC(=O)C1=C(C=CC(=C1)Cl)N (R)-2-amino-4-(2-amino-5-chlorophenyl)-4-oxobutanoic acid